methyl 4-hydroxy-1-bromo-7-phenoxyisoquinoline-3-carboxylate OC1=C(N=C(C2=CC(=CC=C12)OC1=CC=CC=C1)Br)C(=O)OC